5,10,15,20-tetra(4-pyridyl)porphyrin copper [Cu].N1=CC=C(C=C1)C=1C2=CC=C(N2)C(=C2C=CC(C(=C3C=CC(=C(C=4C=CC1N4)C4=CC=NC=C4)N3)C3=CC=NC=C3)=N2)C2=CC=NC=C2